O=C1C2=C(N=C3N1CCCC3)SC(=N2)C2=CC=C(C=O)C=C2 4-(10-oxo-6,7,8,10-tetrahydro-5H-pyrido[1,2-a]thiazolo[5,4-d]pyrimidin-2-yl)benzaldehyde